FC(C)(F)C1=NC(=CC(=N1)NC1=CC(=NC=C1OC1CC(C1)F)NC(C)=O)C=1C=NN(C1)C(C)C N-(4-((2-(1,1-difluoroethyl)-6-(1-isopropyl-1H-pyrazol-4-yl)pyrimidin-4-yl)amino)-5-((1s,3s)-3-fluorocyclobutoxy)pyridin-2-yl)acetamide